(2S)-4-(4'-((1,4-dioxan-2-yl)methoxymethyl)-[1,1'-biphenyl]-4-yl)-2-(2-((S)-1-hydroxyethyl)-1H-imidazol-1-yl)but-3-yn-1-ol O1C(COCC1)COCC1=CC=C(C=C1)C1=CC=C(C=C1)C#C[C@@H](CO)N1C(=NC=C1)[C@H](C)O